C1(CC1)C1=CC=C(C=C1)C1=NN(C(C=C1)=O)CC(=O)NCC 2-(3-(4-cyclopropylphenyl)-6-oxopyridazin-1(6H)-yl)-N-ethylacetamide